2-(4-Methylphenyl)-1,2-benzothiazol-3-one CC1=CC=C(C=C1)N1SC2=C(C1=O)C=CC=C2